C1(CCCCC1)C1=NN2C(N(C(=CC2=O)C(=O)N2CC3C(C2)COC3)CC(=O)NC3=NC=C(C=C3)F)=C1 2-(2-cyclohexyl-5-(hexahydro-1H-furo[3,4-c]pyrrole-5-carbonyl)-7-oxopyrazolo[1,5-a]pyrimidin-4(7H)-yl)-N-(5-fluoropyridin-2-yl)acetamide